NCC[C@@H](O)C1=CC=CC=C1 (R)-3-amino-1-phenylpropanol